C(C)(C)(C)OC(=O)N1[C@H]2CN(C[C@@H]1CC2)C2=NC(=NC1=C(C(=C(C=C21)I)Br)F)Cl (1r,5s)-3-(7-bromo-2-chloro-8-fluoro-6-iodoquinazolin-4-yl)-3,8-diazabicyclo[3.2.1]octane-8-carboxylic acid tert-butyl ester